(2S)-5-[(tert-Butoxycarbonyl)amino]-2-(2-nitrobenzenesulfonamido)pentanoic acid methyl ester COC([C@H](CCCNC(=O)OC(C)(C)C)NS(=O)(=O)C1=C(C=CC=C1)[N+](=O)[O-])=O